CC[C@H](C)[C@H]1C(=O)NCC(=O)N([C@H](C(=O)N[C@H](C(=O)O[C@@H](C(=O)N2CCCC[C@H]2C(=O)N([C@H](C(=O)N[C@H](C(=O)N([C@H](C(=O)N(C(C(=O)N1C)[C@@H](C)CC)C)CC(=O)O)C)C(C)C)C(C)C)C)C)CC3=CC=C(C=C3)OC)C(C)C)C The molecule is a cyclodepsipeptide constructed from Pip, MeVal, Val, MeAsp, MeIle, MeIle, Gly, MeVal, Tyr(Me) and D-Lac residues. It has a role as a fungal metabolite. It is a cyclodepsipeptide and a macrocycle.